ClC=1C=C(C=CC1F)C(C=1NC=C(N1)S(=O)(=O)N1C2CNC(C1)C2)C2=CC(=C(C=C2)F)F 2-((2-((3-chloro-4-fluorophenyl)(3,4-difluorophenyl)methyl)-1H-imidazol-4-yl)sulfonyl)-2,5-diazabicyclo[2.2.1]heptane